7-iodopyrazolo[1,5-a]pyrazin-4-amine IC1=CN=C(C=2N1N=CC2)N